C(CCC)(=O)C1=CC(=C(C=N1)C=1C=2N(C3=CC(=NC=C3C1)NC(=O)[C@@H]1[C@@H](C1)F)C=CN2)C (1R,2R)-N-[4-(6-butyryl-4-methylpyridin-3-yl)imidazo[1,2-a]1,6-naphthyridin-8-yl]-2-fluorocyclopropane-1-carboxamide